2,5-bis(trifluoromethyl)-benzene-1,4-diamine FC(C1=C(C=C(C(=C1)N)C(F)(F)F)N)(F)F